2-(1-methylpiperidin-4-yl)ethan-1-ol CN1CCC(CC1)CCO